(1R,3S)-3-(3-{[(3-methyl-1,2-oxazol-5-yl)acetyl]-amino}-1H-pyrazol-5-yl)-cyclopentyl (2ξ)-2-ethyl-2-methylazetidine-1-carboxylate C(C)C1(N(CC1)C(=O)O[C@H]1C[C@H](CC1)C1=CC(=NN1)NC(CC1=CC(=NO1)C)=O)C